C(C)(C)(C)OC(=O)N1CC2=C(C=C(C(=C2CC1)F)C(F)F)OS(=O)(=O)C(F)(F)F 6-(difluoromethyl)-5-fluoro-8-(((trifluoromethyl)sulfonyl)oxy)-3,4-dihydroisoquinoline-2(1H)-carboxylic acid tert-butyl ester